1-(2-aminopropyl)-1H-pyrrolo[2,3-b]pyridine-2,6-dicarboxylic acid diethyl ester hydrochloride Cl.C(C)OC(=O)C1=CC=2C(=NC(=CC2)C(=O)OCC)N1CC(C)N